O=C1N(CC2=CC(=CC=C12)OC1C(CCCC1)=O)C1C(N(C(CC1)=O)COCC[Si](C)(C)C)=O 3-[1-oxo-5-(2-oxocyclohexoxy)isoindolin-2-yl]-1-(2-trimethylsilylethoxymethyl)piperidine-2,6-dione